2-[1-[6-methyl-4-oxo-2-(4-piperidyl)chromen-8-yl]ethylamino]benzoic acid CC=1C=C2C(C=C(OC2=C(C1)C(C)NC1=C(C(=O)O)C=CC=C1)C1CCNCC1)=O